3-iodo-7-azaindole IC1=CNC2=NC=CC=C12